ClC=1C=C2C=NN(C2=C(C1)C(=O)NC1CC2(CC(C2)CC(=O)O)C1)CC=1C=NC(=CC1)C1=CC=CC=C1 2-(6-(5-chloro-1-((6-phenylpyridin-3-yl)methyl)-1H-indazole-7-carboxamido)spiro[3.3]heptan-2-yl)acetic acid